C(C)(C)(C)C1=CC(=NN1C)C(C(=O)N)CNC1=NC=CC2=CC=C(C=C12)C1=NOC(=N1)C (5-(tert-butyl)-1-methyl-1H-pyrazol-3-yl)-3-((7-(5-methyl-1,2,4-oxadiazol-3-yl)isoquinolin-1-yl)amino)propanamide